C(=O)O.C(C)OC1=NC=2N(C=C1C(=O)NC1=NC=C(N=C1)N1C[C@@H](NCC1)C)C=C(N2)C (S)-7-ethoxy-2-methyl-N-(5-(3-methylpiperazin-1-yl)pyrazin-2-yl)imidazo[1,2-a]pyrimidine-6-carboxamide formate salt